NCCC([C@H](C(=O)N1[C@@H](C[C@H](C1)O)C(N[C@@H](C)C1=CC=C(C=C1)C#C)=O)NC(OC1=CC=CC=C1)=O)(C)C phenyl ((R)-5-amino-1-((2S,4R)-2-(((S)-1-(4-ethynylphenyl)ethyl)carbamoyl)-4-hydroxypyrrolidin-1-yl)-3,3-dimethyl-1-oxopentan-2-yl)carbamate